(E)-3-(2-fluorophenyl)-1-(2,3,4-trihydroxyphenyl)prop-2-en-1-one FC1=C(C=CC=C1)/C=C/C(=O)C1=C(C(=C(C=C1)O)O)O